NC=1C2=C(N=CN1)N(C=C2C=2CCN(CC2)C)[C@H]2[C@@H]([C@@H]([C@H](C2)CNCCCNCCC2=CC=CC=C2)O)O (1R,2S,3R,5R)-3-[4-amino-5-(1-methyl-3,6-dihydro-2H-pyridin-4-yl)pyrrolo[2,3-d]pyrimidin-7-yl]-5-[{{3-[(2-phenylethyl)amino]propyl}amino}methyl]cyclopentane-1,2-diol